COC(CSC=1N=C(C2=C(N1)SC=C2)NC2=CC=C(C1=CC=CC=C21)C2CC2)=O 2-((4-((4-Cyclopropylnaphthalen-1-yl)amino)thieno[2,3-d]Pyrimidin-2-yl)thio)acetic acid methyl ester